2,4-Dichloro-5-phenyl-7-((2-(trimethylsilyl)ethoxy)methyl)-7H-pyrrolo[2,3-d]pyrimidine ClC=1N=C(C2=C(N1)N(C=C2C2=CC=CC=C2)COCC[Si](C)(C)C)Cl